N-(4-(1-(2,2-difluoroethyl)-3-phenyl-1H-pyrazol-4-yl)-7-methoxyquinazolin-6-yl)-1-ethyl-1H-pyrazole-4-carboxamide FC(CN1N=C(C(=C1)C1=NC=NC2=CC(=C(C=C12)NC(=O)C=1C=NN(C1)CC)OC)C1=CC=CC=C1)F